2-(6-(((1s,2s,3r,5r)-2-fluoro-1,5-dimethyl-9-azabicyclo[3.3.1]non-3-yl)oxy)pyridazin-3-yl)-5-(1H-pyrazol-4-yl)phenol F[C@H]1[C@@]2(CCC[C@](C[C@H]1OC1=CC=C(N=N1)C1=C(C=C(C=C1)C=1C=NNC1)O)(N2)C)C